C(C1=CC=CC=C1)OC1=C(C(=CC(=C1)O)O)C(=O)N1CC2=CC=C(C=C2CC1)OC (2-benzyloxy-4,6-dihydroxy-phenyl)-(6-methoxy-3,4-dihydro-1H-isoquinolin-2-yl)methanone